NC=1C2=C(N=C(N1)C)N(C=C2)[C@@H]2O[C@@H]([C@H]([C@H]2O)O)CO 4-Amino-7-((2R,3R,4S,5R)-3,4-dihydroxy-5-(hydroxymethyl)tetrahydrofuran-2-yl)-2-methyl-7H-pyrrolo[2,3-d]pyrimidin